N[C@H](C(=O)NCC1=C(C=CC=C1)F)C (S)-2-amino-N-(2-fluorobenzyl)propionamide